N=1C=CN2C1C=CC(=C2)C(C)=O (imidazo[1,2-a]pyridin-6-yl)ethanone